N-((S)-2-((6-oxo-5-(trifluoromethyl)-1,6-dihydropyridazin-4-yl)amino)propoxy)acetamide O=C1C(=C(C=NN1)N[C@H](CONC(C)=O)C)C(F)(F)F